C1(=CC(=CC=C1)OCCCCS)OCCCCS 4,4'-[(1,3-phenylene)bis(oxy)]bis[1-butanethiol]